(R)-N-(4-bromo-5,6,7,8-tetrahydroisoquinolin-8-yl)propanamide BrC1=CN=CC=2[C@@H](CCCC12)NC(CC)=O